[Cl-].[Cl-].C[SiH]([Zr+2](C1C(=C(C(=C1C)C)C)C)C1=C(C(C2=CC=CC=C12)C)C1=CC=CC=C1)C dimethyl-silyl-(1-methyl-2-phenyl-1H-inden-3-yl)(2,3,4,5-tetramethyl-cyclopenta-2,4-dienyl)zirconium dichloride